tert-butyl N-[1-[(2S,4R)-2-[[4-ethynyl-2-(3-methoxypropoxy)phenyl]methylcarbamoyl]-4-hydroxy-pyrrolidine-1-carbonyl]-2,2-dimethyl-propyl]carbamate C(#C)C1=CC(=C(C=C1)CNC(=O)[C@H]1N(C[C@@H](C1)O)C(=O)C(C(C)(C)C)NC(OC(C)(C)C)=O)OCCCOC